C(C(=C)C)(=O)OCCC(C(CC)C)C 3,4,5-trimethyl-1-pentyl methacrylate